C(C)(=O)OC([C@@H](N)CSC(=CC(C1=CC=CC=C1)=O)[Si](C)(C)C)=O acetyl-S-(3-oxo-3-phenyl-1-(trimethylsilyl)prop-1-en-1-yl)-L-cysteinate